4-ethyloxyl-1,3-benzenediformyl chloride tert-Butyl-2-[4-(5-cyano-2-pyridyl)piperazine-1-carbonyl]morpholine-4-carboxylate C(C)(C)(C)OC(=O)N1CC(OCC1)C(=O)N1CCN(CC1)C1=NC=C(C=C1)C#N.C(C)OC1=C(C=C(C=C1)C(=O)Cl)C(=O)Cl